(2-CHLORO-1-ETHOXY-1,3-DIOXOPROPAN-2-YL)POTASSIUM ClC(C(=O)OCC)(C=O)[K]